thiazolo[4,5-d]pyridazine-2-carbohydrazide S1C(=NC=2C=NN=CC21)C(=O)NN